OC1(CCC(CC1)C(C)C)C=O hydroxy-p-menthan-7-one